C1(CC1)C([C@@H](C(=O)NC1=CC(=C(C=C1)C=1C(=NNC1C)C)O)NC(=O)C1(CC1)F)C1CC1 N-[(1S)-1-(dicyclopropylmethyl)-2-[4-(3,5-dimethyl-1H-pyrazol-4-yl)-3-hydroxy-anilino]-2-oxo-ethyl]-1-fluoro-cyclopropanecarboxamide